2,5-dimethoxyterephthaloyl chloride COC1=C(C(=O)Cl)C=C(C(=C1)C(=O)Cl)OC